(7-amino-1-oxo-isoindolin-2-yl)-N-methyl-N-(2,2,2-trifluoroethyl)acetamide NC=1C=CC=C2CN(C(C12)=O)CC(=O)N(CC(F)(F)F)C